t-butylperoxyisopropyl-2,5-dimethyl-2,5-di(t-butylperoxy)hexane C(C)(C)(C)OOC(C(CCC(C)(OOC(C)(C)C)C)(OOC(C)(C)C)C)C(C)C